N-(4-(2-(((3S,5S)-5-(difluoro-methyl)piperidin-3-yl)amino)-8-isopropylpyrido[3,2-d]pyrimidin-6-yl)-2-fluorophenyl)-1-phenylmethanesulfonamide FC([C@H]1C[C@@H](CNC1)NC=1N=CC2=C(N1)C(=CC(=N2)C2=CC(=C(C=C2)NS(=O)(=O)CC2=CC=CC=C2)F)C(C)C)F